O=C1N2C(=NC3=CC=CC=C13)SC(=N2)NC=2C=C(C(=O)NC(C)CCC1=CC=CC=C1)C=CC2 3-((5-oxo-5H-[1,3,4]thiadiazolo[2,3-b]quinazolin-2-yl)amino)-N-(4-phenylbutan-2-yl)benzamide